C(#C)C1=C(C2=C(N(C(=N2)C(F)(F)F)C)C=C1F)OC 5-ethynyl-6-fluoro-4-methoxy-1-methyl-2-(trifluoromethyl)-1H-benzo[d]imidazole